C12CNCC(CC1)N2C=2SC=1CN(CCC1N2)C(=O)OC2CCCC2 cyclopentyl 2-(3,8-diazabicyclo[3.2.1]octan-8-yl)-6,7-dihydrothiazolo[5,4-c]pyridine-5(4H)-carboxylate